NC1=C(C=C(C=N1)NC(C(=O)N1[C@H](CC[C@@H](C1)C)C=1C2=CNN=C2C=CC1)=O)C (6-amino-5-methyl-3-pyridyl)-2-[(2R,5S)-2-(2H-indazol-4-yl)-5-methyl-1-piperidyl]-2-oxo-acetamide